N-(benzenesulfonyl)-6-[3-[(1R,2S,4S)-norbornan-2-yl]oxypyrazol-1-yl]-2-[(4S)-2,2,4-trimethylpyrrolidin-1-yl]pyridine-3-carboxamide C1(=CC=CC=C1)S(=O)(=O)NC(=O)C=1C(=NC(=CC1)N1N=C(C=C1)O[C@@H]1[C@@H]2CC[C@H](C1)C2)N2C(C[C@@H](C2)C)(C)C